C(C)(C)(C)OC(N(C1=C(C=C(C=C1Cl)[N+](=O)[O-])Cl)C(=O)OC(C)(C)C)=O N-tert-Butoxycarbonyl-N-(2,6-dichloro-4-nitro-phenyl)carbamic acid tert-butyl ester